COCCOC(=O)C=1C(=NC(=C(C(=O)O)C1C1=C(C=CC=C1)[N+](=O)[O-])C)C 5-((2-Methoxyethoxy)carbonyl)-2,6-dimethyl-4-(2-nitrophenyl)nicotinic acid